3-(5-(7-((1-(2,6-difluoro-4-((3R,4S)-3-(2-fluorophenyl)-7-hydroxychroman-4-yl)phenyl)piperidin-4-yl)methyl)-2,7-diazaspiro[3.5]nonane-2-yl)-1-oxoisoindol-2-yl)piperidin-2,6-dione FC1=C(C(=CC(=C1)[C@@H]1[C@@H](COC2=CC(=CC=C12)O)C1=C(C=CC=C1)F)F)N1CCC(CC1)CN1CCC2(CN(C2)C=2C=C3CN(C(C3=CC2)=O)C2C(NC(CC2)=O)=O)CC1